[N+](=O)([O-])C(C(O)C1=CC=CC=C1)CO 2-nitro-1-phenyl-propane-1,3-diol